4-(furan-2-yl)-N,N-Dip-tolylaniline O1C(=CC=C1)C1=CC=C(N(C2=CC=C(C=C2)C)C2=CC=C(C=C2)C)C=C1